C(C1=CC=CC=C1)SC=1C=C(C=NC1OC)NC(=O)C=1N=C(OC1)C1=CC=CC=C1 N-(5-(benzylthio)-6-methoxypyridin-3-yl)-2-phenyloxazole-4-carboxamide